monomethyl monopropionate C(CC)(=O)OC